(2S)-2-{[(1S)-1-(2,3-dihydro-1H-inden-5-yl)ethyl]amino}-5,5-dimethylhexanoic acid C1CCC2=CC(=CC=C12)[C@H](C)N[C@H](C(=O)O)CCC(C)(C)C